CC([C@@H](C(NC)=O)NC(C(CC)CCCC1=CC=CC=C1)=O)(C)C 2-(3-phenyl-1-propyl)butanoic Acid [(1S)-2,2-Dimethyl-1-(methylcarbamoyl)-1-propyl]amide